tert-butyl N-[(1S)-2-(3-cyanophenyl)-1-(1H-imidazol-2-yl)ethyl]carbamate C(#N)C=1C=C(C=CC1)C[C@@H](C=1NC=CN1)NC(OC(C)(C)C)=O